9-(5-chloro-5'-phenyl-[1,1':3',1''-terphenyl]-3-yl)-10-phenylanthracene ClC=1C=C(C=C(C1)C1=CC(=CC(=C1)C1=CC=CC=C1)C1=CC=CC=C1)C=1C2=CC=CC=C2C(=C2C=CC=CC12)C1=CC=CC=C1